[4-Fluoro-3-(7-morpholin-4-yl-quinazolin-4-yl)phenyl]-pyrazin-2-ylmethanol FC1=C(C=C(C=C1)C(O)C1=NC=CN=C1)C1=NC=NC2=CC(=CC=C12)N1CCOCC1